ClC=1C=NN(C1C1=NN2C(N(C(CC2)=O)CC2=CC(=C(C=C2)C=2N=C(N(C2)C)C(F)(F)F)F)=C1)C(C)C 2-(4-chloro-1-isopropyl-1H-pyrazol-5-yl)-4-(3-fluoro-4-(1-methyl-2-(trifluoromethyl)-1H-imidazol-4-yl)benzyl)-6,7-dihydropyrazolo[1,5-a]pyrimidin-5(4H)-one